tert-butyl (3-(2-((3-((2-bromo-6-methoxypyridin-3-yl)carbamoyl)-5-(trifluoromethyl)pyridin-2-yl)amino)-5-fluorophenyl)propyl)carbamate BrC1=NC(=CC=C1NC(=O)C=1C(=NC=C(C1)C(F)(F)F)NC1=C(C=C(C=C1)F)CCCNC(OC(C)(C)C)=O)OC